tri-n-butoxychlorosilane C(CCC)O[Si](Cl)(OCCCC)OCCCC